COC=1C=C(CN(CC(=O)O)C)C=C(C1C1=CN(C(C2=CN=CC=C12)=O)C)OC N-(3,5-dimethoxy-4-(2-methyl-1-oxo-1,2-dihydro-2,7-naphthyridin-4-yl)benzyl)-N-methylglycine